COS(=O)(=O)[O-].C(CCCCCCCCCCCCCCCCCCCCC)[NH+](C)C behenyl-dimethyl-ammonium methyl-sulfate